FC=1C=C(C=C(C1)C=1C=NN(C1)C)CC(=O)NC1=C2NC(=NC2=NC=N1)N1CCCCC1 2-(3-fluoro-5-(1-methyl-1H-pyrazol-4-yl)phenyl)-N-(8-(piperidin-1-yl)-7H-purin-6-yl)acetamide